C(C)(C)(C)OC(=O)N1CCC(CC1)C=1C=NC=C(C1)C(F)(F)F 4-(5-(trifluoromethyl)pyridin-3-yl)piperidine-1-carboxylic acid tert-butyl ester